4,4'-Bis(hexyloxy)-3-methylazobenzene C(CCCCC)OC1=C(C=C(C=C1)N=NC1=CC=C(C=C1)OCCCCCC)C